5-((2-((3-(((2-Chloro-[1,1'-biphenyl]-4-yl)methyl)amino)cyclobutyl)methoxy)ethyl)amino)benzo[c][2,6]naphthyridine-8-carboxamide ClC1=C(C=CC(=C1)CNC1CC(C1)COCCNC1=NC2=C(C3=CN=CC=C13)C=CC(=C2)C(=O)N)C2=CC=CC=C2